C(C)(C)(C)OC(=O)N1CC2=CC=C(C=C2CC1)C1=NC(=C(C2=C1CCC2)C2=C(C=CC=C2)OCCOC)OS(=O)(=O)C(F)(F)F 6-[4-[2-(2-methoxyethoxy)phenyl]-3-(trifluoromethylsulfonyloxy)-6,7-dihydro-5H-cyclopenta[c]pyridin-1-yl]-3,4-dihydro-1H-isoquinoline-2-carboxylic acid tert-butyl ester